FC=1C=CC(=C(C1)C=1C=CC=[N+](C1)[O-])OC(F)(F)F 5-(5-fluoro-2-(trifluoromethoxy)phenyl)pyridine 1-oxide